(6-Chloro-2-(piperidin-2-yl)pyrimidin-4-yl)glycine ethyl ester C(C)OC(CNC1=NC(=NC(=C1)Cl)C1NCCCC1)=O